NC1=NC=2C=C(C(=CC2C2=C1COC2)C(=O)N([C@@H]2COC1=C2C=CC(=C1)S(=O)(=O)C)C)Cl 4-amino-7-chloro-N-methyl-N-((3S)-6-(methylsulfonyl)-2,3-dihydro-1-benzofuran-3-yl)-1,3-dihydrofuro[3,4-c]quinoline-8-carboxamide